3-[tert-butyl-(dimethyl)silyl]oxycyclobutaneformaldehyde C(C)(C)(C)[Si](OC1CC(C1)C=O)(C)C